(R)-3-(benzyloxy)butyric acid C(C1=CC=CC=C1)O[C@@H](CC(=O)O)C